(1-(tert-butoxycarbonyl)-3-fluoroazetidin-3-yl)methyl 4-(3,4-dichloro-5-fluoro-1H-indole-2-carbonyl)piperazine-1-carboxylate ClC1=C(NC2=CC=C(C(=C12)Cl)F)C(=O)N1CCN(CC1)C(=O)OCC1(CN(C1)C(=O)OC(C)(C)C)F